BrC1=C(C=C(C(=C1)C(F)(F)F)OC)S(=O)(=O)N[C@@H](CNC1CC2CC(CC2C1)(F)F)CCC(C)(F)F 2-bromo-N-((2R)-1-((5,5-difluorooctahydropentalen-2-yl)amino)-5,5-difluorohexan-2-yl)-5-methoxy-4-(trifluoromethyl)benzenesulfonamide